1-(p-sulfonylphenyl)-3-(p-chlorophenyl)-2-pyrazoline S(=O)(=O)=C1CC=C(C=C1)N1N=C(CC1)C1=CC=C(C=C1)Cl